methyl (S)-2-(5,5-difluoro-1-(5-(1-methyl-5-((2-oxo-5-propylpyridin-1(2H)-yl)methyl)-1H-1,2,3-triazol-4-yl)pyrazin-2-yl)piperidin-3-yl)acetate FC1(C[C@@H](CN(C1)C1=NC=C(N=C1)C=1N=NN(C1CN1C(C=CC(=C1)CCC)=O)C)CC(=O)OC)F